tert-butyl N-[7-bromo-2-(2,2,2-trifluoroethoxy)naphthalen-1-yl]-N-(2-cyano-2-methylideneethyl)carbamate BrC1=CC=C2C=CC(=C(C2=C1)N(C(OC(C)(C)C)=O)CC(=C)C#N)OCC(F)(F)F